NC1=CN=NC2=CC(=CC=C12)C1=CC(=C2C(=NN(C2=C1)C)C1CC1)B(O)O [6-(4-aminocinnolin-7-yl)-3-cyclopropyl-1-methylindazol-4-yl]boronic acid